6-methylimidazo[2,1-b]thiazole-5-carboxylic acid CC=1N=C2SC=CN2C1C(=O)O